1-isopropyl-N-(5-(piperazin-1-yl)pyridin-2-yl)-1H-[1,2,3]triazolo[4,5-H]quinazolin-8-amine hydrochloride Cl.C(C)(C)N1N=NC=2C=CC=3C=NC(=NC3C21)NC2=NC=C(C=C2)N2CCNCC2